N-(benzofuran-2-yl(pyridin-3-yl)methyl)-2-(3-((((2-(2,6-dioxopiperidin-3-yl))-1,3-dioxoisoindolin-4-yl)amino)methyl)-1H-pyrazol-1-yl)acetamide O1C(=CC2=C1C=CC=C2)C(NC(CN2N=C(C=C2)CNC2=C1C(N(C(C1=CC=C2)=O)C2C(NC(CC2)=O)=O)=O)=O)C=2C=NC=CC2